2-(cyclopentyl(2-fluoroethyl)amino)-N-(6-methyl-5-((1-methyl-6-((1-methyl-1H-pyrazol-4-yl)amino)-1H-pyrazolo[3,4-d]pyrimidin-3-yl)amino)pyridin-3-yl)acetamide C1(CCCC1)N(CC(=O)NC=1C=NC(=C(C1)NC1=NN(C2=NC(=NC=C21)NC=2C=NN(C2)C)C)C)CCF